C(C1=CC=CC=C1)N(C(=O)NCC1=CC=CC=C1)C 1,3-dibenzyl-1-methylurea